1-(5-((1-acetylpiperidin-4-yl)methyl)pyrazolo[1,5-a]pyridin-3-yl)dihydropyrimidine C(C)(=O)N1CCC(CC1)CC1=CC=2N(C=C1)N=CC2N2CNCC=C2